6-[3-chloro-4-(cyclopropylmethoxy)phenyl]-N-[[2-(3-methylmorpholin-4-yl)-3-pyridinyl]methyl]pyridazine-4-carboxamide ClC=1C=C(C=CC1OCC1CC1)C1=CC(=CN=N1)C(=O)NCC=1C(=NC=CC1)N1C(COCC1)C